methyl 5-benzyl-3-((1-isopropyl-3-phenyl-1H-pyrazole-5-carboxamido)methyl)-4,5-dihydroisoxazole-5-carboxylate C(C1=CC=CC=C1)C1(CC(=NO1)CNC(=O)C1=CC(=NN1C(C)C)C1=CC=CC=C1)C(=O)OC